N1CC(C1)N1N=NC=C1 1-(azetidin-3-yl)-1H-1,2,3-triazole